allyloxytrimethylsilicon C(C=C)O[Si](C)(C)C